C(CCCCCCCCCCC)S(=O)(=O)OF.[Na] sodium fluoro dodecyl-sulfonate